6-TERT-BUTYL-PYRIDINE-3-CARBALDEHYDE C(C)(C)(C)C1=CC=C(C=N1)C=O